5-ethoxy-3,4-dichloro-2(5H)furanone C(C)OC1C(=C(C(O1)=O)Cl)Cl